ClC1=CC=C(C=C1)N1C(=NN=C1C)[C@@H]1CC[C@H](CC1)OC1=CC=C(C=N1)O trans-6-(4-(4-(4-Chlorophenyl)-5-methyl-4H-1,2,4-triazol-3-yl)cyclohexyloxy)pyridin-3-ol